CC1=CCC(=C(N1)C(F)(F)F)S(=O)(=O)N1CC2(C1)CN(C2)C2CCOCC2 2-((6-methyl-2-(trifluoromethyl)-1,4-dihydropyridin-3-yl)sulfonyl)-6-(tetrahydro-2H-pyran-4-yl)-2,6-diazaspiro[3.3]heptane